(1S,3S,5S)-N-((2-amino-1H-benzo[d]imidazol-6-yl)methyl)-5-methyl-2-((phenoxathiine-3-carbonyl)glycyl)-2-azabicyclo[3.1.0]hexane-3-carboxamide NC1=NC2=C(N1)C=C(C=C2)CNC(=O)[C@H]2N([C@H]1C[C@]1(C2)C)C(CNC(=O)C=2C=CC=1SC3=CC=CC=C3OC1C2)=O